CN1C=NC2=C1C=CC(=C2)C2=C(C=CC(=N2)C#N)C=2C=NN(C2)CC2(CCOCC2)C 6-(1-methyl-1H-benzimidazol-5-yl)-5-{1-[(4-methyltetrahydro-2H-pyran-4-yl)methyl]-1H-pyrazol-4-yl}pyridine-2-carbonitrile